C1(=CC(=CC=C1)C1=NC(=NC=C1F)N[C@@H]1CC[C@H](CC1)C(=O)N1CCC(CC1)CN1CCN(CC1)C1=C(C=C(C=C1)NC1C(NC(CC1)=O)=O)F)C1=CC=CC=C1 trans-3-((4-(4-((1-(4-((4-([1,1'-biphenyl]-3-yl)-5-fluoropyrimidin-2-yl)amino)cyclohexane-1-carbonyl)piperidin-4-yl)methyl)piperazin-1-yl)-3-fluorophenyl)amino)piperidine-2,6-dione